benzofuran-2,2-dicarboxylic acid diisopropyl ester C(C)(C)OC(=O)C1(OC2=C(C1)C=CC=C2)C(=O)OC(C)C